benzyl-5'-hydrazino-3',4'-dihydro-2'H-spiro[cyclopropane-1,1'-isoquinoline] C(C1=CC=CC=C1)N1C2(C3=CC=CC(=C3CC1)NN)CC2